ClC1=NC=C2N=C(N(C2=N1)CC1=CC=C(C=C1)N1N=C(C=C1C)C(F)(F)F)CCl 2-Chloro-8-(chloromethyl)-9-(4-(5-methyl-3-(trifluoromethyl)-1H-pyrazol-1-yl)benzyl)-9H-purine